C(C)(C)(C)OC(=O)N1[C@@H]([C@H]2CNC[C@H]2C1=O)CC#N (1R,3aS,6aR)-1-(cyanomethyl)-3-oxo-hexahydropyrrolo[3,4-c]pyrrole-2(1H)-carboxylic acid tert-butyl ester